NC=1N=C(C2=C(N1)OC(=C2)C)N[C@@H](C)C2=CC=C(C(=O)O\N=C(\C1CC1)/N)C=C2 [(Z)-[amino(cyclopropyl)methylene]amino] 4-[(1S)-1-[(2-amino-6-methyl-furo[2,3-d]pyrimidin-4-yl)amino]ethyl]benzoate